CCC/C=C/C=C/C(CC(=O)[O-])O The molecule is a hydroxy monocarboxylic acid anion that is the conjugate base of (4E,6E)-3-hydroxydeca-4,6-dienoic acid. It has a role as a metabolite. It is a conjugate base of a (4E,6E)-3-hydroxydeca-4,6-dienoic acid.